tris(2-methoxyphenyl)ethylphosphonium COC1=C(C=CC=C1)C(C[PH3+])(C1=C(C=CC=C1)OC)C1=C(C=CC=C1)OC